Tert-butyl 5-((5-(methoxycarbonyl)-3-(methylcarbamoyl)-2-oxopyridin-1(2H)-yl) methyl)-3,4-dihydroisoquinoline-2(1H)-carboxylate COC(=O)C=1C=C(C(N(C1)CC1=C2CCN(CC2=CC=C1)C(=O)OC(C)(C)C)=O)C(NC)=O